C(C)[SH+](C)=NC=1C(=C(C(=CC1)F)C1=CC2=C(N=C(N=C2)NCCOCCOCCO)N(C1=O)C)F 6-[3-[[ethyl(methyl)sulfanio-yl]amino]-2,6-difluorophenyl]-2-[2-[2-(2-hydroxyethoxy)ethoxy]ethylamino]-8-methyl-7-oxopyrido[2,3-d]pyrimidine